NC1=CC=C(C(=C1P(C)(C)=O)C)C (6-amino-2,3-dimethylphenyl)dimethylphosphine oxide